BrC1=C(C(=C(C=O)C=C1)OC(F)F)F 4-bromo-2-(difluoromethoxy)-3-fluoro-benzaldehyde